6-Bromo-2H-benzo[e][1,3]thiazine BrC=1C=CC2=C(C=NCS2)C1